phenyl-(dibenzofuranyl)(diphenylfluorenyl)amine C1(=CC=CC=C1)N(C1=C(C(=CC=2C3=CC=CC=C3CC12)C1=CC=CC=C1)C1=CC=CC=C1)C1=CC=CC=2OC3=C(C21)C=CC=C3